2,2-difluoro-N-(4-fluoro-3-(trifluoromethyl)phenyl)-6-(5-(5-(2-hydroxyacetyl)-3a,5,6,6a-tetrahydro-4H-pyrrolo[3,4-d]isoxazol-3-yl)-2-methoxybenzamido)benzo[d][1,3]dioxole-5-carboxamide FC1(OC2=C(O1)C=C(C(=C2)C(=O)NC2=CC(=C(C=C2)F)C(F)(F)F)NC(C2=C(C=CC(=C2)C2=NOC1C2CN(C1)C(CO)=O)OC)=O)F